iridium (III) bis(2-benzo[b]thiophen-2-yl-pyridine) S1C2=C(C=C1C1=NC=CC=C1)C=CC=C2.S2C1=C(C=C2C2=NC=CC=C2)C=CC=C1.[Ir+3]